1-(5-(3-chlorophenyl)-7H-pyrrolo[2,3-d]pyrimidin-4-yl)-N-methylpiperidin-4-amine ClC=1C=C(C=CC1)C1=CNC=2N=CN=C(C21)N2CCC(CC2)NC